C(#C)C=1C=CC(=NC1)C(=O)O 5-ethynylpyridine-2-carboxylic acid